1-Naphthalen-2-ylmethyl-1H-indazole-6-carboxylic acid methyl ester COC(=O)C1=CC=C2C=NN(C2=C1)CC1=CC2=CC=CC=C2C=C1